CN(CCNC(CSCC[C@@H](C(=O)O)NC(CCN([13CH3])C)=O)=O)C (2S)-4-[(2-{[2-(Dimethylamino)ethyl]amino}-2-oxoethyl)sulfanyl]-2-(3-{methyl[(13C)methyl]amino}propanamido)butanoic acid